C(C)(=O)O.C(C)NC1=NC=C(C(=N1)NC=1C2=C(NN1)C(N(C2)C(=O)N2[C@H](CN([C@@H](C2)C)CCCOC)C)(C)C)F N2-ethyl-5-fluoro-N4-(5-{[(2S,5R)-4-(3-methoxypropyl)-2,5-dimethylpiperazin-1-yl]carbonyl}-6,6-dimethyl-1,4,5,6-tetrahydropyrrolo[3,4-c]pyrazol-3-yl)pyrimidine-2,4-diamine Acetate Salt